FC1=CC(=CC2=CN(N=C12)C)C=1SC2=C(N1)SC(=C2)C2(CCN(CC2)C(=O)OC(C)(C)C)O tert-butyl 4-[2-(7-fluoro-2-methylindazol-5-yl) thieno[2,3-d][1,3]thiazol-5-yl]-4-hydroxypiperidine-1-carboxylate